[NH4+].C(CCCCCCCCC)OC=1C=C(C=CC1)CCC(=O)N1CC(C1)OCP([O-])([O-])=O.[NH4+] {[(1-{3-[3-(Decyloxy)phenyl]propanoyl}azetidin-3-yl)oxy]methyl}phosphonic acid ammonium salt